NC1=NC(=NC(=C1)C#N)N1CCC2(CC1)[C@@H](C1=CC=CC=C1C2)N[S@](=O)C(C)(C)C (R)-N-((S)-1'-(4-amino-6-cyanopyrimidin-2-yl)-1,3-dihydrospiro[indene-2,4'-piperidin]-1-yl)-2-methylpropane-2-sulfinamide